gallium aluminum tin [Sn].[Al].[Ga]